OCC#CC1=CC=C(C=C1)C1=N[C@H](C=2N(C3=C1C(=C(S3)C)C)C(=NN2)C)CC(=O)OC methyl {(6S)-4-[4-(3-hydroxyprop-1-yn-1-yl)phenyl]-2,3,9-trimethyl-6H-thieno[3,2-f][1,2,4]triazolo[4,3-a][1,4]diazepin-6-yl}acetate